1-(difluoromethyl)benzotriazol-5-ol FC(N1N=NC2=C1C=CC(=C2)O)F